C(C)(C)(C)OC(C(C)(C)OC(=O)OC[C@H]1O[C@@]([C@@H]([C@@H]1O)O)(C#N)C1=CC=C2C(=NC=NN21)N)=O 2-[[(2R,3S,4R,5R)-5-(4-aminopyrrolo[2,1-f][1,2,4]triazin-7-yl)-5-cyano-3,4-dihydroxy-tetrahydrofuran-2-yl]methoxycarbonyloxy]-2-methyl-propionic acid tert-butyl ester